1,5-anhydro-2,3-dideoxy-3-(7,8-dimethyl-6-((6-(1-methyl-1H-1,2,3-triazol-4-yl)pyridin-3-yl)methyl)-4-oxo-1,2,3-benzotriazin-3(4H)-yl)-L-threo-pentitol CC1=C(C2=C(C(N(N=N2)[C@H]2CCOC[C@@H]2O)=O)C=C1CC=1C=NC(=CC1)C=1N=NN(C1)C)C